ClC1=C(C=CC(=C1)Cl)C1OC(=C(C1=O)OC(C)=O)N 2-(2,4-dichlorophenyl)-4-(acetoxy)-5-amino-3(2H)-furanone